1-(4-((4-((4-(2H-tetrazol-5-yl)piperidin-1-yl)methyl)phenyl)amino)-5-oxo-5,6-dihydropyrimido[4,5-d]pyridazin-2-yl)piperidine-3-carbonitrile N=1NN=NC1C1CCN(CC1)CC1=CC=C(C=C1)NC1=NC(=NC=2C=NNC(C21)=O)N2CC(CCC2)C#N